ethyl 6-chloro-4-(3-ethoxy-3-oxopropanamido)-5-fluoronicotinate ClC1=NC=C(C(=O)OCC)C(=C1F)NC(CC(=O)OCC)=O